3-[(1,5-dimethyl-6-oxa-3-pyridinyl)amino]-5-(methylamino)-6-(3-methylimidazo[4,5-c]pyridin-7-yl)pyrazine-2-carboxamide CN1C=C(C=C(O1)C)NC=1C(=NC(=C(N1)NC)C=1C2=C(C=NC1)N(C=N2)C)C(=O)N